2-[(4-Chloro-3-iodo-pyrazolo[3,4-b]pyridin-1-yl)methoxy]ethyl-trimethyl-silane ClC1=C2C(=NC=C1)N(N=C2I)COCC[Si](C)(C)C